5-cyclopropyl-N-((4-(((1S,2S,4S)-2-(dimethylamino)-4-(3-(trifluoro-methyl)-phenyl)cyclohexyl)oxy)-2-fluorophenyl)sulfonyl)-2-fluoro-4-methoxybenzamide C1(CC1)C=1C(=CC(=C(C(=O)NS(=O)(=O)C2=C(C=C(C=C2)O[C@@H]2[C@H](C[C@H](CC2)C2=CC(=CC=C2)C(F)(F)F)N(C)C)F)C1)F)OC